3-(5-Bromothiazol-2-yl)-3-hydroxy-1-methylpyrrolidin-2-one BrC1=CN=C(S1)C1(C(N(CC1)C)=O)O